pyrene-7,8,9,10-tetrol C1=CC=C2C=CC3=CC(=C(C4=C(C(=C1C2=C34)O)O)O)O